3,5-diisopropyl-catechol C(C)(C)C1=C(C(O)=CC(=C1)C(C)C)O